C(C1=CC=CC=C1)N(C(=O)C1CCN(CC1)C(=O)C1=NNC(=C1)C1=CC=NC=C1)C N-benzyl-N-methyl-1-[5-(pyridin-4-yl)-1H-pyrazole-3-carbonyl]piperidine-4-carboxamide